FC1(CCNCC1)COC(NC=1N=CC2=CC(=C(C=C2C1)C1=C(C2=C(OCCN2)N=C1)C)F)=O (4-Fluoropiperidin-4-yl)methyl-(7-fluoro-6-(8-methyl-2,3-dihydro-1H-pyrido[2,3-b][1,4]oxazin-7-yl)isochinolin-3-yl)carbamat